(E)-6-(6-(2-(3-(3-chloropyridin-4-yl)-5-cyclopropylisoxazol-4-yl)vinyl)-2-azaspiro[3.3]hept-2-yl)-4-methoxyquinoline-2-carboxylic acid ClC=1C=NC=CC1C1=NOC(=C1/C=C/C1CC2(CN(C2)C=2C=C3C(=CC(=NC3=CC2)C(=O)O)OC)C1)C1CC1